1,5-dimethyl-4-(5-methyl-2-phenylthiazol-4-yl)-2-phenyl-1,2-dihydro-3H-pyrazol-3-one CN1N(C(C(=C1C)C=1N=C(SC1C)C1=CC=CC=C1)=O)C1=CC=CC=C1